1-Ethyl 4-(cyclopentylamino)-2-(methylthio)pyrimidine-5-carboxylate C1(CCCC1)NC1=NC(=NC=C1C(=O)OCC)SC